(12aR)-9-bromo-10-chloro-8-hydroxy-6-oxo-3,4,12,12a-tetrahydro-6H-pyrazino[2,1-c][1,4]benzooxazepine-2(1H)-carboxylic acid tert-butyl ester C(C)(C)(C)OC(=O)N1C[C@@H]2COC3=C(C(N2CC1)=O)C=C(C(=C3Cl)Br)O